S1C(=CC=C1)N1C(OCC1)=O 2-thienyl-1,3-oxazolidin-2-one